FC(S(=O)(=O)C(CC=C)S(=O)(=O)C(F)(F)F)(F)F 4,4-bis((trifluoromethyl)sulfonyl)but-1-ene